2-[2-[4-(4,4,5,5-tetramethyl-1,3,2-dioxaborolan-2-yl)phenyl]-2-azaspiro[3.3]heptan-6-yl]acetic acid ethyl ester C(C)OC(CC1CC2(CN(C2)C2=CC=C(C=C2)B2OC(C(O2)(C)C)(C)C)C1)=O